4-(4-((1R,5S)-8-oxa-3-azabicyclo[3.2.1]octan-3-yl)-8-fluoro-2-(((2R,7aS)-2-fluorotetrahydro-1H-pyrrolizin-7a(5H)-yl)methoxy)pyrido[4,3-d]pyrimidin-7-yl)-5-ethylnaphthalen-2-ol [C@H]12CN(C[C@H](CC1)O2)C=2C1=C(N=C(N2)OC[C@]23CCCN3C[C@@H](C2)F)C(=C(N=C1)C1=CC(=CC2=CC=CC(=C12)CC)O)F